(E)-5-(4-((tert-butyldimethylsilyl)oxy)but-2-en-1-yl) 1-methyl (tert-butoxycarbonyl)-L-glutamate C(C)(C)(C)OC(=O)N[C@@H](CCC(=O)OC\C=C\CO[Si](C)(C)C(C)(C)C)C(=O)OC